C1(CCCCC1)C=1NC2=CC=C(C=C2C1)NC(CC(C)C)C 2-cyclohexyl-5-(1,3-dimethylbutylamino)-1H-indole